difluoro-1-methylpyrrolidin FC1(N(CCC1)C)F